SCC(CO)COC 3-mercapto-2-(methoxymethyl)propan-1-ol